CC1=C(SC=2N(C=NC21)C(C)C)B2OC(C(O2)(C)C)(C)C 6-Methyl-3-propan-2-yl-5-(4,4,5,5-tetramethyl-1,3,2-dioxaborolan-2-yl)thieno[2,3-d]imidazole